FC1=CC(=C(OC2=C(C=C(C=C2)C(C)(C)O)C=2C3=C(C(N(C2)C)=O)NC(=C3)C(=O)OCC)C(=C1)C)C ethyl 4-[2-(4-fluoro-2,6-dimethylphenoxy)-5-(2-hydroxypropan-2-yl)phenyl]-6-methyl-7-oxo-1H-pyrrolo[2,3-c]pyridine-2-carboxylate